(R)-N',4-dicyano-4-methyl-N-((2-phenyl-1,6-naphthyridin-7-yl)methyl)isochromane-6-carboximidamide C(#N)N=C(NCC1=NC=C2C=CC(=NC2=C1)C1=CC=CC=C1)C=1C=C2[C@](COCC2=CC1)(C)C#N